Tert-butyl (R)-4-(4-(2-((5-fluoro-2-methoxyphenyl)(1H-indole-2-yl)methyl)-3-oxoisoindole-5-yl)phenyl)piperazine-1-carboxylate FC=1C=CC(=C(C1)[C@@H](N1CC2=CC=C(C=C2C1=O)C1=CC=C(C=C1)N1CCN(CC1)C(=O)OC(C)(C)C)C=1NC2=CC=CC=C2C1)OC